4-phenylbutyl-(dimethyl)silane C1(=CC=CC=C1)CCCC[SiH](C)C